CC1(OB(OC1(C)C)C1=CC2=C(N=C(O2)C2CN(C2)C(=O)OC(C)(C)C)C=C1)C tert-butyl 3-[6-(4,4,5,5-tetramethyl-1,3,2-dioxaborolan-2-yl)-1,3-benzoxazol-2-yl]azetidine-1-carboxylate